C(C(C)C)C1=CC=C(C=C1)C(C(=O)NNC=1C2=C(N=C(N1)NC1=CC=C(C=C1)Cl)OC(=C2C(=O)OCC)C)C ethyl 4-((2-(4-isobutylphenyl) propionyl) hydrazino)-2-(4-chlorophenyl amino)-6-methyl-furo[2,3-d]pyrimidine-5-carboxylate